1-(6-fluoropyridin-3-yl)-3-((3-(pyridin-4-yl)-1-((2-(trimethylsilyl)ethoxy)methyl)-1H-1,2,4-triazol-5-yl)amino)propan-1-ol FC1=CC=C(C=N1)C(CCNC1=NC(=NN1COCC[Si](C)(C)C)C1=CC=NC=C1)O